[Si](C)(C)(C(C)(C)C)O[C@H]1[C@H]([C@H](O[C@]1(C=C)CO[Si](C)(C)C(C)(C)C)C1=NC=C(C=N1)F)F ((2R,3S,4R,5R)-4-((tert-butyldimethylsilyl)oxy)-5-(((tert-butyldimethylsilyl)oxy)methyl)-3-fluoro-5-vinyltetrahydrofuran-2-yl)-5-fluoropyrimidine